1,1-bis(2-hydroxy-3-methylphenyl)dodecane OC1=C(C=CC=C1C)C(CCCCCCCCCCC)C1=C(C(=CC=C1)C)O